O1NC=CN1B(O)O [1,2,5]Oxadiazol-5-yl-boronic acid